ClC1=CC=C(C=C1)CC(=O)N[C@@H]1CCO[C@]12O[C@@H]([C@@H]([C@@H]([C@H]2O)N2N=NC(=C2)C2=CC(=C(C(=C2)F)F)F)O)CO 2-(4-chlorophenyl)-N-((4R,5S,7R,8R,9S,10R)-8,10-dihydroxy-7-(hydroxymethyl)-9-(4-(3,4,5-trifluorophenyl)-1H-1,2,3-triazol-1-yl)-1,6-dioxaspiro[4.5]decan-4-yl)acetamide